(2-isopropylphenyl)-1,3-dihydrospiro[inden-2,4'-piperidin]-1-ol C(C)(C)C1=C(C=CC=C1)N1CCC2(CC1)C(C1=CC=CC=C1C2)O